ethyl 2-(6-aminospiro[3.3]heptan-2-yl)acetate hydrochloride Cl.NC1CC2(CC(C2)CC(=O)OCC)C1